(2-methylpropyl)boronic acid CC(CB(O)O)C